C(C=C)(=O)OCCCCCCCCCCSP(=S)([O-])[O-] acryloyloxydecyldithiophosphate